C(C1=CC=CC=C1)N1N=C(C(=C1)B1OC(C(O1)(C)C)(C)C)C 1-benzyl-3-methyl-4-(4,4,5,5-tetramethyl-1,3,2-dioxaborolan-2-yl)-1H-pyrazole